N,N'-(2,2'-dimethyl-[1,1'-biphenyl]-3,3'-diyl)bis(5-((((R)-1-hydroxypropan-2-yl)amino)methyl)-4-methoxypicolinamide) CC1=C(C=CC=C1NC(C1=NC=C(C(=C1)OC)CN[C@@H](CO)C)=O)C1=C(C(=CC=C1)NC(C1=NC=C(C(=C1)OC)CN[C@@H](CO)C)=O)C